OC(CO)[C@H]1N(CCC1)C(=O)OC(C)(C)C (S)-tert-butyl 2-(1,2-dihydroxyethyl)pyrrolidine-1-carboxylate